[PH2](=O)O phosphoranic acid